(12S)-4-fluoro-12-methyl-1,6,11-triazatricyclo[7.4.0.02,7]trideca-2(7),3,5,8-tetraen-10-one FC1=CC=2N3C[C@@H](NC(C3=CC2N=C1)=O)C